ethyl 2-amino-2-phenylbutyrate NC(C(=O)OCC)(CC)C1=CC=CC=C1